octylene succinate C1(CCC(=O)OCCCCCCCCO1)=O